(S)-(+)-2,2'-bis(diphenylphosphino)-1,1'-binaphthyl C1=CC=C(C=C1)P(C2=CC=CC=C2)C3=C(C4=CC=CC=C4C=C3)C5=C(C=CC6=CC=CC=C65)P(C7=CC=CC=C7)C8=CC=CC=C8